SC1=CC(=C(C(=C1)C(C)(C)C)O)C 4-mercapto-2-methyl-6-tert-butylphenol